C(N)(=O)CC=1C=C(C=CC1)NC(C1=CC(=CC(=C1)C(F)(F)F)F)=O N-[3-(carbamoylmethyl)phenyl]-3-fluoro-5-(trifluoromethyl)benzamide